4,4'-(1,2-ethylene)bis(cyclohexane-1,2-dicarboxylic acid) C(CC1CC(C(CC1)C(=O)O)C(=O)O)C1CC(C(CC1)C(=O)O)C(=O)O